O=C1NCC2(C1)CCN(CC2)C2CC1CCCC(C2)N1C(=O)OC(C)(C)C tert-Butyl 3-(3-oxo-2,8-diazaspiro[4.5]dec-8-yl)-9-azabicyclo[3.3.1]nonane-9-carboxylate